ClC=1C=C(C=CC1OC(C)C)C(=O)[C@@H]1[C@H](C1)C(=O)OC Methyl (1S,2S)-2-{[3-chloro-4-(propan-2-yloxy)phenyl]carbonyl}cyclopropane-1-carboxylate